COC1=C2C(=C(C(=NC2=CC=C1)C(F)(F)F)C(=O)N)CCCC(F)(F)F 5-methoxy-4-(4,4,4-trifluorobutyl)-2-(trifluoromethyl)quinoline-3-carboxamide